CC1=NC(=CC(=C1)C=1NC2=CC=C(C=C2C1C(C)C)C1CCN(CC1)CC(=O)NCCC)C 2-(4-(2-(2,6-dimethylpyridin-4-yl)-3-isopropyl-1H-indol-5-yl)piperidin-1-yl)-N-propylacetamide